CC1=C(OCCN2CCOCC2)C=CC(=C1)B1OC(C(O1)(C)C)(C)C 4-(2-(2-methyl-4-(4,4,5,5-tetramethyl-1,3,2-dioxaborolan-2-yl)phenoxy)ethyl)morpholine